NC=1C(=NC=C(C1C)Br)C(=O)N 3-amino-5-bromo-4-methylpyridinamide